C(C)(C)(C)OC(=O)N[C@H](C(=O)N(C)[C@H](/C=C(/C(=O)O)\C)C(C)C)C(C)(C)C (S,E)-4-((S)-2-((tert-butoxycarbonyl)amino)-N,3,3-trimethylbutanamido)-2,5-dimethylhex-2-enoic acid